ClC1=NC(=C2C(=N1)N(N=C2)[C@H]2[C@@H]([C@@H]([C@H](O2)COC(C#N)P(O)(O)=O)O)O)NC2CCCC2 ((((2R,3S,4R,5R)-5-(6-chloro-4-(cyclopentylamino)-1H-pyrazolo-[3,4-d]pyrimidin-1-yl)-3,4-dihydroxytetrahydrofuran-2-yl)-methoxy)(cyano)methyl)phosphonic acid